FC1=C(C=CC(=C1)OCCC1CCOCC1)CC(=O)O 2-[2-fluoro-4-(2-tetrahydropyran-4-ylethoxy)phenyl]acetic acid